FC(C(=O)O)(F)F.CN1N=CC(=C1C1C(CNCC1)(C)C)C 4-(1,4-dimethyl-1H-pyrazol-5-yl)-3,3-dimethylpiperidine 2,2,2-trifluoroacetate